8-((6-chloropyridin-3-yl)methyl)-3-(2,2,2-trifluoroethyl)pyrido[2,3-d]pyrimidine-2,4(3H,8H)-dione ClC1=CC=C(C=N1)CN1C=CC=C2C1=NC(N(C2=O)CC(F)(F)F)=O